3-[[2-(4-chlorophenyl)imidazo[1,2-a]pyrazin-3-yl]amino]benzoic acid ClC1=CC=C(C=C1)C=1N=C2N(C=CN=C2)C1NC=1C=C(C(=O)O)C=CC1